CC(C)(C)C(=O)CO hydroxypinacolone